2-(3-(morpholin-4-yl)prop-1-ynyl)phenol N1(CCOCC1)CC#CC1=C(C=CC=C1)O